C(C)(C)(C)N1CCN(CC1)C=1C=C(C=CC1)C1=C(C(=CC(=C1)F)C=1C=CC(=NC1)NC(C)=O)O N-(5-(3'-(4-(tert-butyl)piperazin-1-yl)-5-fluoro-2-hydroxy-[1,1'-biphenyl]-3-yl)pyridin-2-yl)acetamide